C1(=CC=CC=C1)[Si](C1=CC=CC=C1)(C1=CC=CC=C1)[Cr](=O)(=O)(O)(O)[Si](C1=CC=CC=C1)(C1=CC=CC=C1)C1=CC=CC=C1.[SiH3]O[Cr](=O)(=O)O silylchromate (bis-triphenylsilyl chromate)